tert-butyl (S)-4-(3-hydroxypropyl)-2,2-dimethyloxazolidine-3-carboxylate OCCC[C@@H]1N(C(OC1)(C)C)C(=O)OC(C)(C)C